C(#N)C(C(=O)N)C1=NC2=C(N1)C=CC(=C2)C2=NNC(C1=CC=CC=C21)=O 2-Cyano-(5-(4-oxo-3,4-dihydrophthalazin-1-yl)-1H-benzimidazol-2-yl)acetamide